NC1=NC=NN2C1=C(N=C2C21CCC(CC2)(CC1)C(=O)OC)C1=CC=C(C=C1)CNC(C1=C(C=CC(=C1)F)OC)=O methyl 4-(4-amino-5-(4-((5-fluoro-2-methoxybenzamido)methyl)phenyl)imidazo[5,1-f][1,2,4]triazin-7-yl)bicyclo[2.2.2]octane-1-carboxylate